C1OCC12CN(C2)C2=NC=CC(=N2)COC2=CC=C(C=C2)C(C)(C)C2=CC=C(C(=O)NCCNC(OC(C)(C)C)=O)C=C2 tert-butyl (2-(4-(2-(4-((2-(2-oxa-6-azaspiro[3.3]heptan-6-yl) pyrimidin-4-yl)methoxy)phenyl)propan-2-yl)benzamido)ethyl)carbamate